morpholinoether O1CCN(CC1)ON1CCOCC1